[La].[Nb] Niobium-lanthanum